bis(tris-(t-butyl)phosphine) palladium (0) [Pd].C(C)(C)(C)P(C(C)(C)C)C(C)(C)C.C(C)(C)(C)P(C(C)(C)C)C(C)(C)C